N1CCC(CC1)C=1OC2=C(N1)C=CC=C2 2-(piperidin-4-yl)-1,3-benzoxazole